methyl 2,6-diacetylbenzoate C(C)(=O)C1=C(C(=O)OC)C(=CC=C1)C(C)=O